(S)-6-(azetidin-1-ylmethyl)-2-(3-(3-(fluoro(4-methyl-4H-1,2,4-triazol-3-yl)methyl)oxetan-3-yl)phenyl)-4-(trifluoromethyl)isoindolin-1-one N1(CCC1)CC1=CC(=C2CN(C(C2=C1)=O)C1=CC(=CC=C1)C1(COC1)[C@@H](C1=NN=CN1C)F)C(F)(F)F